tert-butyl (2-isopropoxypyrimidin-5-yl)-carbamate C(C)(C)OC1=NC=C(C=N1)NC(OC(C)(C)C)=O